ClC1=NC(=CC(=C1)C(C)NS(=O)C(C)(C)C)C1=CC(=CC=C1)Cl N-(1-(2-chloro-6-(3-chlorophenyl)pyridin-4-yl)ethyl)-2-methylpropane-2-sulfinamide